CC(C)[C@H](C(C#C)=O)NC(OC(C)(C)C)=O |o1:3| tert-butyl (R or S)-(2-methyl-4-oxohex-5-yn-3-yl)carbamate